ethyl 1-(5-fluoro-3-methylpyridin-2-yl)-5-(trifluoromethyl)-1H-pyrazole-4-carboxylate FC=1C=C(C(=NC1)N1N=CC(=C1C(F)(F)F)C(=O)OCC)C